ClC=1C=CC(=C(C1)/C=C/C(=O)OC)C methyl (E)-3-(5-chloro-2-methylphenyl)acrylate